ClC1=CC=C(C=C1)C=1C=C(C(N(N1)C=1C=NN(C1)C)=O)C(=O)N[C@@H](C)C1=CC(=C(C=C1)OC)F (S)-6-(4-chlorophenyl)-N-(1-(3-fluoro-4-methoxyphenyl)ethyl)-2-(1-methyl-1H-pyrazol-4-yl)-3-oxo-2,3-dihydropyridazine-4-carboxamide